FC1=C(C=CC=C1)\C=C\CC 1-(2-fluorophenyl)-trans-1-butene